C(C)(C)N1N=CC(=C1)C1=NC(=NC=C1C)NC=1C=C2C=CNC2=CC1 N-(4-(1-isopropyl-1H-pyrazol-4-yl)-5-methylpyrimidin-2-yl)indol-5-amine